5-(2-(((1r,4r)-4-((2-methoxyethyl)amino)cyclohexyl)amino)pyrimidin-4-yl)-2,3,3-trisMethylisoindolin-1-one COCCNC1CCC(CC1)NC1=NC=CC(=N1)C=1C=C2C(N(C(C2=CC1)=O)C)(C)C